FCCN1C=C(C=2C1=NC=CC2CC2=CC=C(C=C2)C(F)(F)F)C(=O)O 1-(2-fluoroethyl)-4-[[4-(trifluoromethyl)phenyl]methyl]pyrrolo[2,3-b]pyridine-3-carboxylic acid